C(C)(C)(C)OC(NCC1=CC=C(C=C1)C(NC=1C=C2CN(C(C2=CC1)=O)C1C(NC(CC1)=O)=O)=O)=O (4-((2-(2,6-dioxopiperidin-3-yl)-1-oxoisoindolin-5-yl)carbamoyl)benzyl)carbamic acid tert-butyl ester